3-quinolinyl isothiocyanate N1=CC(=CC2=CC=CC=C12)N=C=S